(3R,3aR,6R,6aS)-6-((tert-butyldimethylsilyl)oxy)hexahydrofuro[3,2-b]furan-3-ol [Si](C)(C)(C(C)(C)C)O[C@@H]1CO[C@H]2[C@@H]1OC[C@H]2O